3-amino-2-methylpropyl(propoxydimethylsilane) NCC(C[Si](C)(C)OCCC)C